CP(=O)(C)C1=C(C=CC(=C1)C=1C=NN(C1)C)NC1=NC(=NC=C1C(F)(F)F)NC1=C(C(=O)O)C=CC=C1 (4-((2-(dimethylphosphoryl)-4-(1-methyl-1H-pyrazol-4-yl)phenyl)amino)-5-(trifluoromethyl)pyrimidin-2-yl)aminobenzoic acid